3,4-diamino-6-chloropyridine NC=1C=NC(=CC1N)Cl